C(C1=CC=CC=C1)OC1=C(C(=CC(=C1)OC(F)(F)F)C)B1OC(C(O1)(C)C)(C)C 2-[2-benzyloxy-6-methyl-4-(trifluoromethoxy)phenyl]-4,4,5,5-tetramethyl-1,3,2-dioxaborolane